(5S)-7-tert-butoxycarbonyl-1-oxo-2,7-diazaspiro[4.4]nonan C(C)(C)(C)OC(=O)N1C[C@]2(CCNC2=O)CC1